N-(4-((2-(1,1-difluoroethyl)-6-methylpyrimidin-4-yl)amino)-5-((6-methoxypyridazin-3-yl)oxy)pyridin-2-yl)acetamide FC(C)(F)C1=NC(=CC(=N1)NC1=CC(=NC=C1OC=1N=NC(=CC1)OC)NC(C)=O)C